4-azaspiro[2.5]octane-4-carboxamide C1CC12N(CCCC2)C(=O)N